CN(C)CCNCCN N,N-dimethyldiethylenetriamine